COC(=O)C=1N=C(SC1)C1=C(C(=CC=C1F)OC)F 2-(2,6-difluoro-3-methoxyphenyl)-1,3-thiazole-4-carboxylic acid methyl ester